tert-butyl 3-(5-(((R)-1-(3-(difluoromethyl)-2-fluorophenyl)ethyl)carbamoyl)-4-((1-methylpiperidin-4-yl)amino)-2-oxopyridin-1(2H)-yl)-3-methylpyrrolidine-1-carboxylate FC(C=1C(=C(C=CC1)[C@@H](C)NC(=O)C=1C(=CC(N(C1)C1(CN(CC1)C(=O)OC(C)(C)C)C)=O)NC1CCN(CC1)C)F)F